N-(2,5-dimethoxybenzyl)-4-(4-(trifluoromethyl)phenyl)oxazol-2-amine COC1=C(CNC=2OC=C(N2)C2=CC=C(C=C2)C(F)(F)F)C=C(C=C1)OC